5,8-dimethoxy-6,7-furanocoumarin COC1=C2C=COC2=C(C3=C1C=CC(=O)O3)OC